Methyl 2-[4-[5-amino-4-cyano-1-(1-methylcyclopropyl)pyrazol-3-yl]phenyl]propanoate Methyl-2-[4-[5-amino-4-cyano-1-(1-methylcyclopropyl)pyrazol-3-yl]phenyl]prop-2-enoate COC(C(=C)C1=CC=C(C=C1)C1=NN(C(=C1C#N)N)C1(CC1)C)=O.NC1=C(C(=NN1C1(CC1)C)C1=CC=C(C=C1)C(C(=O)OC)C)C#N